Methyl 3-(bicyclo[1.1.1]pentan-1-yl)-1-(((trans)-2-(difluoromethyl)cyclopropyl)methyl)-4-(trifluoromethyl)-1H-pyrazole-5-carboxylate C12(CC(C1)C2)C2=NN(C(=C2C(F)(F)F)C(=O)OC)C[C@H]2[C@@H](C2)C(F)F